CC1C(CCCC)C(=O)OC1=O heptane-2,3-dicarboxylic acid anhydride